7-(7-(cyclohexanecarbonyl)-2,3-dihydro-4H-pyrido[3,2-b][1,4]oxazin-4-yl)-2-methyl-[1,2,4]triazolo[4,3-a]pyridin-3(2H)-one C1(CCCCC1)C(=O)C1=CC=2OCCN(C2N=C1)C1=CC=2N(C=C1)C(N(N2)C)=O